tert-butyl 4-[(2S)-2-[(8-bromoquinazolin-4-yl)amino]propyl]piperazine-1-carboxylate BrC=1C=CC=C2C(=NC=NC12)N[C@H](CN1CCN(CC1)C(=O)OC(C)(C)C)C